FC1(C(NC2=CC(=CC=C2C1(C)O)SC)=O)F 3,3-difluoro-4-hydroxy-4-methyl-7-(methylsulfanyl)-1,2,3,4-tetrahydroquinolin-2-one